methyl 3-(4-methoxyphenyl)-4,5-dihydro-1H-benzo[g]indole-2-carboxylate COC1=CC=C(C=C1)C1=C(NC=2C3=C(CCC12)C=CC=C3)C(=O)OC